ClC1=C(C(=CC=C1Cl)O)[C@H]1C[C@@H]2N(C(CN(C2)C2=NC=C(C=C2)CO)=O)C1 (7R,8aS)-7-(2,3-dichloro-6-hydroxyphenyl)-2-[5-(hydroxymethyl)pyridine-2-yl]-hexahydropyrrolo[1,2-a]pyrazin-4-one